(ethyl 2,4,6-trimethylbenzoyl) phenylphosphonate C1(=CC=CC=C1)P(OC(C1=C(C(=C(C=C1C)C)CC)C)=O)([O-])=O